N1(CCCCCC1)C=1N=C(C2=C(C=NNC2=O)N1)NC1=CC=C(C=C1)OCCN1CCN(CC1)C(C(C)(C)O)=O 2-(Azepan-1-yl)-4-((4-(2-(4-(2-Hydroxy-2-methylpropanoyl)piperazin-1-yl)ethoxy)phenyl)amino)pyrimido[4,5-d]pyridazin-5(6H)-on